2,3-diamino-3-(phenylthio)acrylonitrile NC(C#N)=C(SC1=CC=CC=C1)N